OCC1=CC=C2N=C(C(NC2=C1)=O)C(F)(F)F 7-(hydroxymethyl)-3-(trifluoromethyl)quinoxalin-2(1H)-one